C(C1=CC=CC=C1)OCC[C@H]1CC(C(N1S(=O)(=O)C1=CC=C(C)C=C1)=O)(CC)CC (R)-5-(2-(benzyloxy)ethyl)-3,3-diethyl-1-tosylpyrrolidin-2-one